CN1N=CC=2C1=NC(=CC2N2C[C@@H]([C@H](CC2)C2=CC=C(C=N2)N2CC1(C2)OCCNC1)C)C 2-[6-[(3R,4S)-1-(1,6-dimethylpyrazolo[3,4-b]pyridin-4-yl)-3-methyl-4-piperidinyl]-3-pyridinyl]-5-oxa-2,8-diazaspiro[3.5]nonane